C(C1=CC=CC=C1)NC1=CC2=C(N(C(=N2)C=2N(C(C(=C(N2)C(=O)NC=2C=NOC2)O)=O)C)C2CCC2)C=C1 2-[5-(benzylamino)-1-cyclobutyl-1H-1,3-benzodiazol-2-yl]-5-hydroxy-1-methyl-N-(1,2-oxazol-4-yl)-6-oxo-1,6-dihydropyrimidine-4-carboxamide